3-[(3-fluoro-2-methoxyphenyl)amino]-2-(3-[[(2s)-oxolan-2-ylmethyl]amino]pyridin-4-yl)-5H,6H,7H-pyrazolo[1,5-a]pyrazin-4-one FC=1C(=C(C=CC1)NC=1C(=NN2C1C(NCC2)=O)C2=C(C=NC=C2)NC[C@H]2OCCC2)OC